Para-styrenesulfonic Acid N,N-Dimethylcyclohexylamine Salt CN(C)C1CCCCC1.C=CC1=CC=C(C=C1)S(=O)(=O)O